(R)-1-(4-chloro-3-(4-hydroxybenzyl)phenyl)-2,3-dihydroxypropan-1-one ClC1=C(C=C(C=C1)C([C@@H](CO)O)=O)CC1=CC=C(C=C1)O